2-oxo-4-[(hydroxy)(methyl)phosphinyl]butyric acid O=C(C(=O)O)CCP(=O)(C)O